C(#N)C1=C(C=C(OC2C(C(C2(C)C)NC(C2=CC=C(C=C2)N2CCC(CC2)C=O)=O)(C)C)C=C1C)C N-[3-(4-cyano-3,5-dimethyl-phenoxy)-2,2,4,4-tetramethyl-cyclobutyl]-4-(4-formyl-1-piperidinyl)benzamide